4,5,6,8-tetrahydro-1H-oxepino[3,4-c]pyrazole-3-carboxamide N1N=C(C2=C1COCCC2)C(=O)N